tert-Butyl (2R,4R)-2-(((S)-1-(((6-amino-2-methylpyridin-3-yl)methyl)amino)-1-oxopropan-2-yl)carbamoyl)-4-((4,5-dibromothiophen-2-yl)methyl)pyrrolidine-1-carboxylate NC1=CC=C(C(=N1)C)CNC([C@H](C)NC(=O)[C@@H]1N(C[C@H](C1)CC=1SC(=C(C1)Br)Br)C(=O)OC(C)(C)C)=O